2-methyl-N-(piperidin-4-yl)-1-benzofuran-7-carboxamide CC=1OC2=C(C1)C=CC=C2C(=O)NC2CCNCC2